2-(4-chloro-1-isopropyl-1H-pyrazol-5-yl)-4-(4-(pyridin-2-ylmethoxy)benzyl)-6,7-dihydropyrazolo[1,5-a]pyrimidin-5(4H)-one ClC=1C=NN(C1C1=NN2C(N(C(CC2)=O)CC2=CC=C(C=C2)OCC2=NC=CC=C2)=C1)C(C)C